N-dimethylaminopropyl-perfluorohexanesulfonamide CN(C)CCCNS(=O)(=O)C(C(C(C(C(C(F)(F)F)(F)F)(F)F)(F)F)(F)F)(F)F